N-(5-fluoro-2'-isopropyl-[1,1'-biphenyl]-2-yl)-4-(2-isobutyl-2,7-diazaspiro[3.5]nonan-7-yl)pyrimidin-5-amine FC=1C=CC(=C(C1)C1=C(C=CC=C1)C(C)C)NC=1C(=NC=NC1)N1CCC2(CN(C2)CC(C)C)CC1